1-(7-(8-ethylnaphthalen-1-yl)-2-((tetrahydro-1H-pyrrolizin-7a(5H)-yl)methoxy)-5,6,7,8-tetrahydropyrido[3,4-d]pyrimidin-4-yl)-5-methylpiperidine-3-carboxamide C(C)C=1C=CC=C2C=CC=C(C12)N1CC=2N=C(N=C(C2CC1)N1CC(CC(C1)C)C(=O)N)OCC12CCCN2CCC1